tert-butyl (S)-5-allyl-3-benzoyl-4-oxo-5-(prop-2-yn-1-yl)tetrahydropyrimidine-1(2H)-carboxylate C(C=C)[C@]1(C(N(CN(C1)C(=O)OC(C)(C)C)C(C1=CC=CC=C1)=O)=O)CC#C